CN([C@@H](C(C)C)C(=O)O)NC(=O)C=1OC2=CC=CC(=C2C(C1)=O)OC1=C(C=CC=C1)Br methyl-(5-((2-bromophenyl)oxy)-4-oxo-4H-chromene-2-carbonylamino)-L-valine